NCC1=C(C=NC=C1)OCC(C)(O)C 1-{[4-(aminomethyl)pyridin-3-yl]oxy}-2-methylpropan-2-ol